C(C)(C)C1=C(C=CC=C1)C1N(CCN(C1)CC=1C(=NN(C1)C)OC)C1CC2(C1)CCN(CC2)C2=CC=C(C(=O)N)C=C2 4-(2-(2-(2-isopropylphenyl)-4-((3-methoxy-1-methyl-1H-pyrazol-4-yl)methyl)piperazin-1-yl)-7-azaspiro[3.5]nonan-7-yl)benzamide